OCCCNCCCN N-hydroxypropyl-aminopropyl-amine